N-(1,3-dihydroxypropan-2-yl)-4-(2-(6-methylpyridin-2-yl)-6,7-dihydropyrido[2,3-d]pyrimidin-8(5H)-yl)nicotinamide OCC(CO)NC(C1=CN=CC=C1N1CCCC2=C1N=C(N=C2)C2=NC(=CC=C2)C)=O